[Cl-].ClC1C(C[N+](CC)(CC)CC)O1 N-(2,3-epoxychloropropyl)triethyl-ammonium chloride